BrC1=CC(=C(C=C1)C)Cl 4-Bromo-2-chloro-1-methyl-benzene